n-hexyl α-propanoyloxyisobutyrate C(CC)(=O)OC(C(=O)OCCCCCC)(C)C